N-[2-Methoxy-6-(1H-pyrazol-4-yl)-3-pyridyl]-5-methyl-3-phenyl-isoxazole-4-carboxamide COC1=NC(=CC=C1NC(=O)C=1C(=NOC1C)C1=CC=CC=C1)C=1C=NNC1